CNCCOC1=CC=CC=C1 N-methyl-2-phenoxyethanamine